C(C)(=O)NC1=CC=C(C=C1)C(C(=O)C1=CC=C(C=C1)NC(C)=O)O N-(4-{2-[4-(acetamido)phenyl]-2-hydroxyacetyl}phenyl)acetamide